iso-propyl-dimethoxysilane C(C)(C)[SiH](OC)OC